C(C)(C)(C)OC(NC[C@H](C)C1=CC(=CC=C1)NC1=NC(=C(N=C1C(N)=O)CC)C1CC1)=O (R)-(2-(3-((3-carbamoyl-6-cyclopropyl-5-ethylpyrazin-2-yl)amino)phenyl)propyl)carbamic acid tert-butyl ester